perfluorodioxol FC1(OC(=C(O1)F)F)F